C(C)N1CCN(CC1)C1=CC=C(C=C1)NC=1N=C(C2=C(N1)NC=C2)N2OCC[C@H]2C2=CC=CC=C2 (S)-N-(4-(4-ethylpiperazin-1-yl)phenyl)-4-(3-phenylisoxazolidin-2-yl)-7H-pyrrolo[2,3-d]pyrimidin-2-amine